3-((2-chloro-5-cyanopyrimidin-4-yl)amino)thiophene-2-carboxamide ClC1=NC=C(C(=N1)NC1=C(SC=C1)C(=O)N)C#N